tungsten-tin-iron [Fe].[Sn].[W]